COC=1C(=C2C=CNC2=C(C1)C)CN1CCNC(CC1C1=CC=C(C(=O)O)C=C1)=O 4-(4-((5-Methoxy-7-methyl-1H-indol-4-yl)methyl)-7-oxo-1,4-diazepan-5-yl)benzoic acid